[Sn].C(CCCCCCCCCCC)(=O)O dodecanoic acid Tin